ClC1=CC(=C(C=C1)S(=O)(=O)CC#N)C 2-(4-chloro-2-methyl-phenyl)sulfonylacetonitrile